COC(=O)C=1N=C(SC1N)C(=O)C1=CN(C2=NC=CC=C21)CO.ClC2=CC=C(N=N2)C(=O)NC2CCC(CC2)OC2=CC(=C(C=C2)C#N)OC 6-chloro-N-[4-(4-cyano-3-methoxy-phenoxy)cyclohexyl]pyridazine-3-carboxamide methyl-5-amino-2-[1-(hydroxymethyl)pyrrolo[2,3-b]pyridine-3-carbonyl]thiazole-4-carboxylate